ClC1=C(C=CC=C1Cl)[C@@H]1N(OCC1)C1=CC(=NC=N1)NC=1C(=CC(=C(C1)NC(C=C)=O)N1C=NC(=C1)C)OC N-(5-((6-((R)-3-(2,3-dichlorophenyl)isoxazolidine-2-yl)pyrimidine-4-yl)amino)-4-methoxy-2-(4-methyl-1H-imidazole-1-yl)phenyl)acrylamide